8-methyl-8-azabicyclo[3.2.1]octan-3-yl 3-hydroxy-2-phenylpropanoate OCC(C(=O)OC1CC2CCC(C1)N2C)C2=CC=CC=C2